ClC(C1=NC(=NO1)C1=CC=2N(C=C1)C=C(N2)CC(=O)N=S(=O)(C)CC2CC2)(F)F 2-(7-(5-(chlorodifluoromethyl)-1,2,4-oxadiazol-3-yl)imidazo[1,2-a]pyridin-2-yl)-N-((cyclopropylmethyl)(methyl)(oxo)-λ6-sulfaneylidene)acetamide